C(C)(C)(C)OC(NC1(CC2=CC=C(C=C2C1)NC([C@H](C1CCCCC1)NC(=O)OCC1=CC=CC=C1)=O)C(NC)=O)=O (5-((S)-2-(((benzyloxy)carbonyl)amino)-2-cyclohexylacetamido)-2-(methylcarbamoyl)-2,3-dihydro-1H-inden-2-yl)carbamic acid tert-butyl ester